N-((3s,5s,7s)-adamantan-1-yl)-2-(chloromethyl)-5-phenyl-oxazole-4-carboxamide C12(CC3CC(CC(C1)C3)C2)NC(=O)C=2N=C(OC2C2=CC=CC=C2)CCl